5-(1-Hydroxy-1-methylethyl)-2-methyl-2-cyclohexene-1,4-diol OC(C)(C)C1C(C=C(C(C1)O)C)O